(2S,5R)-2-(N-glycylcarbamimidoyl)-7-oxo-1,6-diazabicyclo[3.2.1]oct-6-yl-sodium sulfate S(=O)(=O)(O)O.NCC(=O)NC(=N)[C@H]1N2C(N([C@H](CC1)C2)[Na])=O